2,2-difluoro-1-(5-fluoro-1H-indol-3-yl)ethane-1-ol FC(C(O)C1=CNC2=CC=C(C=C12)F)F